[3-(methylacryloylamino)propyl]trimethylaminium CN(CCC[N+](C)(C)C)C(C=C)=O